ClC1=CC=C2C(=C(NC2=C1Cl)CC(=O)[O-])C=1C=NN(C1)C1OCCCC1 2-[6,7-dichloro-3-(1-tetrahydropyran-2-ylpyrazol-4-yl)-1H-indol-2-yl]acetate